3-(2,4-dioxotetrahydropyrimidin-1(2H)-yl)-4-ethylbenzoate O=C1N(CCC(N1)=O)C=1C=C(C(=O)[O-])C=CC1CC